C(CCC)N1C(C2C3C=CC(C2C1)C3)=O 4-(n-butyl)-4-aza-tricyclo[5.2.1.02,6]-8-decene-3-one